C(C1=CC=CC=C1)N1CC(CCC1)(C1=C(C=CC=C1F)F)CC(=O)N (1-benzyl-3-(2,6-difluorophenyl)piperidin-3-yl)acetamide